NC1=CC=C(C=C1)C(=O)N1CCN(CC1)C (4-aminophenyl)(4-methylpiperazine-1-yl)methanone